C(#N)C1=C(C=C(C=C1)C1=CC(=CC=C1C1=CC2=C(N(N=N2)C)C=C1F)C(=O)N1C[C@H](CC1)N(C(OC(C)(C)C)=O)CC)F (S)-tert-butyl (1-(4'-cyano-3'-fluoro-6-(6-fluoro-1-methyl-1H-benzo[d][1,2,3]triazol-5-yl)-[1,1'-biphenyl]-3-carbonyl)pyrrolidin-3-yl)(ethyl)carbamate